O1[C@@H](CCC1)COC=1C=NC=CC1C#N 3-{[(2S)-oxolan-2-yl]methoxy}pyridine-4-carbonitrile